NC=1N=CC(=NC1C1=CN=C(S1)C)C=1C=C(C=CC1C([2H])([2H])[2H])S(=O)(=O)NC12CCN(CC1)C2 3-(5-amino-6-(2-methylthiazol-5-yl)pyrazin-2-yl)-N-(1-azabicyclo[2.2.1]heptan-4-yl)-4-(methyl-d3)benzenesulfonamide